1-(1-Fluorocyclopropyl)-1-hydroxy-5-methoxypentan-1,4-dien-3-one FC1(CC1)C(=CC(C=COC)=O)O